N-butyl-butanamide C(CCC)NC(CCC)=O